NC1=NC=2C=CC=CC2C2=C1N=C(N2NCCCNS(=O)(=O)C)COCC N-{3-[(4-amino-2-ethoxymethyl-1H-imidazo[4,5-c]quinolin-1-yl)amino]propyl}methanesulfonamide